(4-bromo-5,6,7,8-tetrahydroisoquinolin-8-yl) methanesulfonate CS(=O)(=O)OC1CCCC=2C(=CN=CC12)Br